CC=1N=C2N(C=CC(=C2)OC2=C(C=C(C=C2)[N+](=O)[O-])C)C1 2-Methyl-7-(2-methyl-4-nitrophenoxy)imidazo[1,2-a]pyridine